1-(2-((2S,4R)-4-fluoro-2-(4-fluoro-3-(6,7,8,9-tetrahydro-5H-[1,2,4]triazolo[4,3-a]azepin-3-yl)phenylcarbamoyl)pyrrolidin-1-yl)-2-oxoethyl)-5-(pyridazin-4-yl)-1H-indazole-3-carboxamide F[C@@H]1C[C@H](N(C1)C(CN1N=C(C2=CC(=CC=C12)C1=CN=NC=C1)C(=O)N)=O)C(NC1=CC(=C(C=C1)F)C1=NN=C2N1CCCCC2)=O